C(C1=CC=CC=C1)OC1=C(C2=CC=CC=C2C=C1)Br 2-(benzyloxy)-1-bromonaphthalene